4-(4-(4-methylpiperazin-1-yl)butoxy)quinazoline CN1CCN(CC1)CCCCOC1=NC=NC2=CC=CC=C12